6-(1H-imidazol-1-yl)-4-methyl-N-(pyridin-4-yl)pyridinecarboxamide N1(C=NC=C1)C1=CC(=CC(=N1)C(=O)NC1=CC=NC=C1)C